[Ti].[W].[Cu] copper-tungsten-titanium